ClC=1C(=C(C=CC1)NC1=NC=NC2=CC(=C(C=C12)OC1CCN(CC1)CC(=O)NCCCCCCCCSC1=C2CN(C(C2=CC=C1)=O)C1C(NC(CC1)=O)=O)OC)F 2-(4-((4-((3-chloro-2-fluorophenyl)amino)-7-methoxyquinazolin-6-yl)oxy)piperidin-1-yl)-N-(8-((2-(2,6-dioxopiperidin-3-yl)-1-oxoisoindolin-4-yl)thio)octyl)acetamide